(3R)-3-(4-Chlorophenyl)-2-[(5-chloropyridin-2-yl)methyl]-4-fluoro-6-[1-hydroxy-1-(1-methyl-1H-pyrazol-4-yl)ethyl]-3-{[1-(hydroxymethyl)cyclopropyl]methoxy}-2,3-dihydro-1H-isoindol-1-on ClC1=CC=C(C=C1)[C@@]1(N(C(C2=CC(=CC(=C12)F)C(C)(C=1C=NN(C1)C)O)=O)CC1=NC=C(C=C1)Cl)OCC1(CC1)CO